BrC=1C=C2C(=NC=NC2=CC1)N1CCC(CC1)C(=O)NC 1-(6-bromoquinazolin-4-yl)-N-methylpiperidine-4-carboxamide